2-Chloro-N-(2-{4-[(6-chloropyridin-2-yl)oxy]piperidin-1-yl}-2-[4-(difluoromethyl)-1,3-thiazol-5-yl]ethyl)-6-fluorobenzamide ClC1=C(C(=O)NCC(C2=C(N=CS2)C(F)F)N2CCC(CC2)OC2=NC(=CC=C2)Cl)C(=CC=C1)F